1-(7-((4-methoxy-5-(3-methyl-[1,2,4]triazolo[4,3-a]pyridin-6-yl)-7H-pyrrolo[2,3-d]pyrimidin-2-yl)amino)-2-azaspiro[3.5]nonan-2-yl)ethan-1-one COC=1C2=C(N=C(N1)NC1CCC3(CN(C3)C(C)=O)CC1)NC=C2C=2C=CC=1N(C2)C(=NN1)C